The molecule is a dimethoxybenzene that is 2,6-dimethoxyphenol substituted by a 3-(4-hydroxy-3-methoxyphenyl)propyl group at position 3. It has been isolated from the stems of Combretum griffithii and has been shown to exhibit anticancer activity. It has a role as an antineoplastic agent and a plant metabolite. It is a dimethoxybenzene and a polyphenol. COC1=C(C(=C(C=C1)CCCC2=CC(=C(C=C2)O)OC)OC)O